methyl (S,Z)-3-(((2,5-difluoro-4-methyl-3-nitrophenyl)(hydroxyimino)methyl)carbamoyl)pyrrolidine-1-carboxylate FC1=C(C=C(C(=C1[N+](=O)[O-])C)F)/C(=N/O)/NC(=O)[C@@H]1CN(CC1)C(=O)OC